1-[(2R,4S,5R)-4-[(tert-butyldimethylsilyl)oxy]-5-{[(tert-butyldiphenylsilyl)oxy]methyl}-5-(propa-1,2-dien-1-yl)oxolan-2-yl]-5-fluoro-3H-pyrimidine-2,4-dione [Si](C)(C)(C(C)(C)C)O[C@H]1C[C@@H](O[C@]1(C=C=C)CO[Si](C1=CC=CC=C1)(C1=CC=CC=C1)C(C)(C)C)N1C(NC(C(=C1)F)=O)=O